FC1(OC2=C(O1)C(=CC(=C2)C=2C(=NC(=NC2C)N)NC)C=2CCCNCC2)F [2,2-difluoro-7-(2,3,4,7-tetrahydro-1H-azepin-5-yl)-1,3-benzodioxol-5-yl]-N4,6-dimethyl-pyrimidine-2,4-diamine